BrC1=CC=C2N=CC(=NC2=C1)OCC(=O)OC(C)(C)C tert-Butyl 2-((7-bromoquinoxalin-2-yl)oxy)acetate